4-ethyl-3-oxo-3,4-dihydro-2H-benzo[b][1,4]oxazine-7-carbonitrile C(C)N1C2=C(OCC1=O)C=C(C=C2)C#N